O=C1NC(CCC1N1C(N(C2=C1C=CC=C2CNC(CCCCC(=O)N(C(C)C)C(C)C)=O)C)=O)=O N1-((1-(2,6-dioxopiperidin-3-yl)-3-methyl-2-oxo-2,3-dihydro-1H-benzo[d]imidazol-4-yl)methyl)-N6,N6-diisopropyladipamide